11-oxo-10,11-dihydrodibenzo[b,f][1,4]oxazepine-8-carboxylic acid O=C1NC2=C(OC3=C1C=CC=C3)C=CC(=C2)C(=O)O